OC1CN(C1)CC1=C(CNC=C1)C 4-((3-hydroxyazetidin-1-yl)methyl)-3-methyl-1H-pyridine